[6-(3-cyclopropyl-1H-1,2,4-triazol-5-yl)-2-azaspiro[3.3]heptan-2-yl]-[6-[[4-(trifluoromethyl)oxazol-2-yl]methyl]-2,6-diazaspiro[3.3]heptan-2-yl]methanone C1(CC1)C1=NNC(=N1)C1CC2(CN(C2)C(=O)N2CC3(C2)CN(C3)CC=3OC=C(N3)C(F)(F)F)C1